C(#N)C=1C=CC(=NC1)N(CCC1OCC2(CN(C2)C(=O)OC(C)(C)C)CO1)CC1=CC(=C(C=C1)OC)F tert-butyl 7-(2-((5-cyanopyridin-2-yl)(3-fluoro-4-methoxybenzyl)amino)ethyl)-6,8-dioxa-2-azaspiro[3.5]nonane-2-carboxylate